1-(((3S)-1-((3-cyano-1-azetidinyl)sulfonyl)-3-piperidinyl)carbonyl)-N-((1S,2S)-2-(trifluoromethyl)cyclobutyl)-D-prolinamide C(#N)C1CN(C1)S(=O)(=O)N1C[C@H](CCC1)C(=O)N1[C@H](CCC1)C(=O)N[C@@H]1[C@H](CC1)C(F)(F)F